OCC(=O)[C@@H](O)[C@@H](O)CO L-erythro-pentulose